ClC=1C=CC(=C(C1)C1=CC(=C(N=N1)OCCO)NC1=CC(=NC=C1)NC(CCN1CCN(CC1)C)=O)F N-(4-{[6-(5-chloro-2-fluoro-phenyl)-3-(2-hydroxyethoxy)-pyridazin-4-yl]amino}pyridin-2-yl)-3-(4-methylpiperazin-1-yl)propanamide